NC1=C2N=CN(C2=NC(=N1)F)[C@H]1C[C@@H]([C@@](O1)(C#C)COP(=O)(OC1=CC=CC=C1)N[C@@H](C)C(=O)OCC(CC)CC)O 2-Ethylbutyl ((((2R,3S,5R)-5-(6-amino-2-fluoro-9H-purin-9-yl)-2-ethynyl hydroxytetrahydrofuran-2-yl)methoxy)(phenoxy)phosphoryl)-L-alaninate